4-(21-amino-4,7,10,13,16,19-hexaoxa-1-azahenicosan-1-yl)-2-(2,6-dioxopiperidin-3-yl)-2,3-dihydro-1H-isoindole-1,3-dione dihydrochloride Cl.Cl.NCCOCCOCCOCCOCCOCCOCCNC1=C2C(N(C(C2=CC=C1)=O)C1C(NC(CC1)=O)=O)=O